O=C1OC(CN1C=1C=CC=2OCC(NC2N1)=O)CCCNC(OC(C)(C)C)=O tert-butyl (3-(2-oxo-3-(3-oxo-3,4-dihydro-2H-pyrido[3,2-b][1,4]oxazin-6-yl)oxazolidin-5-yl)propyl)carbamate